methylenebis(4-methyl-5-tert-butylphenol) C(C1=C(C=C(C(=C1)C)C(C)(C)C)O)C1=C(C=C(C(=C1)C)C(C)(C)C)O